1,1,3,3,4,4,4-heptafluoro-1-butene FC(=CC(C(F)(F)F)(F)F)F